C(C)N1N=C(C(=C1)C(=O)O)[N+](=O)[O-] 1-ethyl-3-nitro-1H-pyrazole-4-carboxylic acid